CC(=C)C=CC 2-Methyl-1,3-pentadiene